CC1(CC(=NN1C2=C(C=C(C=C2)Cl)Cl)C(=O)O)C(=O)O The molecule is a member of the class of pyrazoles that is 4,5-dihydro-1H-pyrazole substituted by a 2,4-dichlorophenyl group, carboxy group, carboxy group and methyl group at positions 1,3,5 and 5, respectively. It is a member of pyrazoles, a dichlorobenzene and a dicarboxylic acid.